4-chloro-2-phenyl-6-(4-(pyridin-2-yl)phenyl)pyrimidine ClC1=NC(=NC(=C1)C1=CC=C(C=C1)C1=NC=CC=C1)C1=CC=CC=C1